tert-butyl ((cis-5-(((7-(cyclopentylamino)-5-fluoro-4-oxo-3,4-dihydroquinazolin-2-yl)methyl)thio)tetrahydro-2H-pyran-2-yl)methyl)carbamate C1(CCCC1)NC1=CC(=C2C(NC(=NC2=C1)CS[C@@H]1CC[C@@H](OC1)CNC(OC(C)(C)C)=O)=O)F